C(C)(C)(C)OC(NCC(=C(F)F)CN1N=CN(C1=O)C1=NC(=CC=C1C)Br)=O [2-[[4-(6-bromo-3-methyl-2-pyridinyl)-5-oxo-1,2,4-triazol-1-yl]methyl]-3,3-difluoro-allyl]carbamic acid tert-butyl ester